FC1=C(C(NC(N1)=O)=O)F di-fluorouracil